COC(=O)C1N(CC=2N(N=CC21)C)C(=O)OC(C)(C)C 1-methyl-4,6-dihydropyrrolo[3,4-c]pyrazole-4,5-dicarboxylic acid O5-tert-butyl ester O4-methyl ester